[C@H](C)(CC)N1CN(C(C2=CC(=C(C=C12)N1N=C(N(C1=O)CC)CO)F)=O)C1=C(C=CC=C1F)Cl (S)-1-(sec-Butyl)-3-(2-chloro-6-fluorophenyl)-7-(4-ethyl-3-(hydroxymethyl)-5-oxo-4,5-dihydro-1H-1,2,4-triazol-1-yl)-6-fluoro-2,3-dihydroquinazolin-4(1H)-one